2,3-diamino-4,5,6-triethyltoluene NC1=C(C)C(=C(C(=C1N)CC)CC)CC